C(C1=CC=CC=C1)N1C2=C(OCC1)C=C(C(=C2)NC(=O)NC2=CC=C1C=CNC1=C2)Br 1-(4-benzyl-7-bromo-3,4-dihydro-2H-benzo[b][1,4]oxazin-6-yl)-3-(1H-indol-6-yl)urea